OCC=1N=C2C=NC(NC2=NC1)=O 6-hydroxymethyl-pteridinone